[Si](C)(C)(C(C)(C)C)OCCCOC=1C=C(C(=O)N)C=C(C1F)[N+](=O)[O-] 3-(3-((tert-butyldimethylsilyl)oxy)propoxy)-4-fluoro-5-nitrobenzamide